C(#N)C1=CC(=CC=2N=C(OC21)C2=C(C(=CC=C2)B2OC(C(O2)(C)C)(C)C)C)CN2C[C@@H](CC2)C(=O)OC(C)(C)C tert-butyl (R)-1-((7-cyano-2-(2-methyl-3-(4,4,5,5-tetramethyl-1,3,2-dioxaborolan-2-yl)phenyl)benzo[d]oxazol-5-yl)methyl)pyrrolidine-3-carboxylate